C(C)OC(CC(=O)C)=O Ethyl-acetoacetat